COC1CC=2N(CC1C(F)(F)F)C(=NN2)[C@@H]2C[C@@H](CCC2)NC2=NC=C(C(=N2)OC2COC2)C(F)(F)F N-[(1R,3S)-3-[7-methoxy-6-(trifluoromethyl)-5,6,7,8-tetrahydro-[1,2,4]triazolo[4,3-a]pyridin-3-yl]cyclohexyl]-4-(oxetan-3-yloxy)-5-(trifluoromethyl)pyrimidin-2-amine